COCOC1=C(C=CC=C1)C1=CC2=C(N=N1)C=C(C(N2C)=O)C(=O)O 3-[2-(methoxymethoxy)phenyl]-5-methyl-6-oxopyrido[3,2-c]pyridazine-7-carboxylic acid